4-[[4-[9-[tert-butyl(dimethyl)silyl]oxynonyl]-2-pyridyl]methylamino]-2-(2,6-dioxo-3-piperidyl)isoindoline-1,3-dione [Si](C)(C)(C(C)(C)C)OCCCCCCCCCC1=CC(=NC=C1)CNC1=C2C(N(C(C2=CC=C1)=O)C1C(NC(CC1)=O)=O)=O